[Si](C)(C)(C(C)(C)C)OC1CC(C1)(O)C1=CC2=C(N=C(N=C2)Cl)S1 cis-3-((tert-butyldimethylsilyl)oxy)-1-(2-chlorothieno[2,3-d]pyrimidin-6-yl)cyclobutan-1-ol